OC(CC(=O)N1[C@H]([C@H](CCC1)NS(=O)(=O)C)CO[C@@H]1CC[C@@H](CC1)C(C)C)(C)C N-(cis-1-(3-hydroxy-3-methylbutanoyl)-2-(((cis-4-isopropylcyclohexyl)oxy)methyl)-piperidin-3-yl)methanesulfonamide